4-(bromomethyl)-3-bromobenzaldehyde BrCC1=C(C=C(C=O)C=C1)Br